COC(=O)C1CCC(CC1)CCC(C)(C)NC[C@H](O)C1=CC(=CC=C1)F (1S,4s)-4-(3-(((R)-2-(3-fluorophenyl)-2-hydroxyethyl)amino)-3-methylbutyl)cyclohexane-1-carboxylic acid methyl ester